(S)-N-(7-((3-hydroxyoxetan-3-yl)ethynyl)-5-methyl-4-oxo-2,3,4,5-tetrahydrobenzo[b][1,4]oxazepin-3-yl)-4-((2-(trifluoromethyl)pyridin-3-yl)oxy)picolinamide OC1(COC1)C#CC1=CC2=C(OC[C@@H](C(N2C)=O)NC(C2=NC=CC(=C2)OC=2C(=NC=CC2)C(F)(F)F)=O)C=C1